C(=O)O.C(=O)O.N1CCC(CC1)C(=O)N piperidine-4-carboxamide diformate